FC(C1=CC(=C(C(=C1)C)NS(=O)(=O)C=1C=C(C=CC1)CCCCCCC(=O)O)C)(F)F 7-(3-(N-(4-trifluoromethyl-2,6-dimethyl-phenyl)sulfamoyl)phenyl)heptanoic acid